[1,2,4]triazin-3-formamide N1=NC(=NC=C1)C(=O)N